3-[4-[1-(trifluoromethylsulfonyl)cyclopropyl]phenyl]azetidine FC(S(=O)(=O)C1(CC1)C1=CC=C(C=C1)C1CNC1)(F)F